2-((2S,3S)-3-(2-chlorobenzyl)-1,4-dioxaspiro[4.4]nonan-2-yl)ethanol ClC1=C(C[C@H]2[C@@H](OC3(O2)CCCC3)CCO)C=CC=C1